C(C)(=O)O[C@@H]1COC2=C1C=C(C=C2S(NC2=C(C(=C(C=C2)F)C=2C(=C1C=NC(=NC1=CC2)NC2CCN(CC2)CC)F)F)(=O)=O)Cl (3S)-5-chloro-7-[(3-{2-[(1-ethylpiperidin-4-yl)amino]-5-fluoroquinazolin-6-yl}-2,4-difluorophenyl)sulfamoyl]-2,3-dihydro-1-benzofuran-3-yl acetate